6-(4-methoxyphenyl)-2-(6-methylpyridin-2-yl)-7-oxo-4,5,6,7-tetrahydro-2H-pyrazolo[3,4-c]pyridin-3-yl trifluoromethanesulfonate FC(S(=O)(=O)OC=1N(N=C2C(N(CCC21)C2=CC=C(C=C2)OC)=O)C2=NC(=CC=C2)C)(F)F